(4-([1,2,4]triazolo[4,3-b]pyridazin-6-yl)piperazin-1-yl)(1-(4-fluorophenyl)cyclopropyl)methanone N=1N=CN2N=C(C=CC21)N2CCN(CC2)C(=O)C2(CC2)C2=CC=C(C=C2)F